N[C@@H]1C[C@@](NCC1)(C(=O)O)CCCCB(O)O (2R,4S)-4-amino-2-(4-boronobutyl)piperidine-2-carboxylic acid